The molecule is the anion obtained by removal of the proton from the carboxylic acid group of amidotrizoic acid. It has a role as a topical anaesthetic. It is a conjugate base of an amidotrizoic acid. CC(=O)NC1=C(C(=C(C(=C1I)C(=O)[O-])I)NC(=O)C)I